dioctadecyl 2-((4-(4-(2-hydroxyethyl)piperazin-1-yl)butanoyl)-oxy)malonate OCCN1CCN(CC1)CCCC(=O)OC(C(=O)OCCCCCCCCCCCCCCCCCC)C(=O)OCCCCCCCCCCCCCCCCCC